CN1N=CC(=C1)C=1N=C(C=2N(C1)N=CC2)C2CCN(CCC2)C(C=C)=O [4-[6-(1-methylpyrazol-4-yl)pyrazolo[1,5-a]pyrazin-4-yl]azepan-1-yl]prop-2-en-1-one